C1=CC=CC=2C3=CC=CC=C3C(C12)COC(=O)N[C@@H](CCCCNC([C@@H](NC(=O)OC(C)(C)C)CCCCNC(CC[C@@H](C(=O)OC(C)(C)C)NC(CCCCCCCC(CCCCCCCCCC)P(=O)(OC(C)(C)C)OC(C)(C)C)=O)=O)=O)C(=O)O N2-(((9H-fluoren-9-yl)methoxy)carbonyl)-N6-(N6-((S)-5-(tert-butoxy)-4-(l-9-(di-tert-butoxyphosphoryl)nonadecanamido)-5-oxopentanoyl)-N2-(tert-butoxycarbonyl)-L-lysyl)-L-lysine